2-(4-(1-hydrazineylcyclopropyl)phenyl)-1-isopropyl-4-(trifluoromethyl)-1H-imidazole hydrochloride Cl.N(N)C1(CC1)C1=CC=C(C=C1)C=1N(C=C(N1)C(F)(F)F)C(C)C